(2S)-2-amino-3-{5-oxo-4H,6H,7H-[1,2,4]triazolo[1,5-a]pyrimidin-6-yl}propanoic acid hydrochloride Cl.N[C@H](C(=O)O)CC1C(NC=2N(C1)N=CN2)=O